(3S)-3-methyl-1-[2-(2-phenyl-1,3-oxazol-5-yl)-1,3-thiazole-4-carbonyl]piperazine C[C@H]1CN(CCN1)C(=O)C=1N=C(SC1)C1=CN=C(O1)C1=CC=CC=C1